3-Bromo-5-ethylthieno[2,3-d]pyridazin-4(5H)-one BrC1=CSC=2C=NN(C(C21)=O)CC